ClC1=C(C=CC=C1)C#CC(C(=C)C)(O)C 5-(2-chlorophenyl)-2,3-dimethylpent-1-en-4-yn-3-ol